N-(2-amino-2-oxo-ethyl)acrylamide NC(CNC(C=C)=O)=O